methyl 6-cyano-5-[4-(2-oxopyrrolidin-1-yl)phenoxy]pyridine-3-carboxylate C(#N)C1=C(C=C(C=N1)C(=O)OC)OC1=CC=C(C=C1)N1C(CCC1)=O